CN1C=2N(CC[C@@H](C1=O)NC(=O)C1=NN(C=N1)CC1CC(C1)C)N=CC2 N-((S)-4-methyl-5-oxo-5,6,7,8-tetrahydro-4H-pyrazolo[1,5-a][1,3]diazepin-6-yl)-1-(((1S,3R)-3-methylcyclobutyl)methyl)-1H-1,2,4-triazole-3-carboxamide